3-(3-hydroxy-4-methoxy-phenyl)prop-2-en-1-one OC=1C=C(C=CC1OC)C=CC=O